The molecule is a non-proteinogenic alpha-amino acid consisting of cyclopropane having amino and carboxy substituents both at the 1-position. It has a role as a plant metabolite and a member of ethylene releasers. It is a monocarboxylic acid and a non-proteinogenic alpha-amino acid. It derives from a cyclopropanecarboxylic acid. It is a conjugate acid of a 1-aminocyclopropanecarboxylate. It is a tautomer of a 1-aminocyclopropanecarboxylic acid zwitterion. C1CC1(C(=O)O)N